FC(C1=CC2=C(C=C1)[C@@H]1NCCC[C@@H]1O2)(F)F cis-7-(trifluoromethyl)-1,2,3,4,4a,9b-hexahydrobenzofuro[3,2-b]pyridine